2-methyl-6-isopropyl-1,4-phenylene ether CC1=C2C(=CC(=C1)O2)C(C)C